C1(=CC=CC=C1)C1=CC=2N(C=C1)C(=C(N2)C2=CC=C(C=C2)CON=CC2=CC=C(C=C2)C2=NC=CN=C2)NC2=CC=C(C(=O)O)C=C2 4-((7-phenyl-2-(4-((((4-(pyrazin-2-yl)benzylidene)amino)oxy)methyl)phenyl)imidazo[1,2-a]pyridin-3-yl)amino)benzoic acid